[N+](=O)([O-])C1=CC=C(C=C1)OC([C@@H](N)CC1=CC=CC=C1)=O phenylalanine p-nitrophenylester